((S)-3-(benzo[d][1,3]dioxol-4-yl)-2-(dimethylamino)propyl)-3-(2-(thien-3-yl)ethyl)urea O1COC2=C1C=CC=C2C[C@@H](CNC(=O)NCCC2=CSC=C2)N(C)C